CC=1C=C(C(=O)N[C@@H](C(C)C)C(=O)OCC)C=CC1C Ethyl (3,4-dimethylbenzoyl)-L-valinate